4-{4-[4-(1-tert-butoxycarbonyl-1,2,3,6-tetrahydro-pyridin-4-yl)-3-fluoro-benzoylamino]-2-chloro-phenyl}-piperazine-1-carboxylic acid tert-butyl ester C(C)(C)(C)OC(=O)N1CCN(CC1)C1=C(C=C(C=C1)NC(C1=CC(=C(C=C1)C=1CCN(CC1)C(=O)OC(C)(C)C)F)=O)Cl